2-Tert-butyl-1'-{7-[(1,1-dideutero)ethyloxy]-1,3-bis[(trideutero)methyl]-1H-indazole-5-carbonyl}-5H-spiro[[1,3]benzothiazol-6,4'-piperidin]-4(7H)-one C(C)(C)(C)C=1SC2=C(N1)C(CC1(CCN(CC1)C(=O)C=1C=C3C(=NN(C3=C(C1)OC(C)([2H])[2H])C([2H])([2H])[2H])C([2H])([2H])[2H])C2)=O